CC=1C=C2C=CC=3N(C2=CC1)C(=CC3C(=O)OCC)C(C3=C(C=CC=C3)[N+](=O)[O-])=O Ethyl 7-methyl-1-(2-nitrobenzoyl)pyrrolo[1,2-a]quinoline-3-carboxylate